4-amino-2-(4-(tert-butyl)-3-methoxyphenyl)-6-chloro-5-(piperidin-1-yl)pyridazin NC1=CN(NC(=C1N1CCCCC1)Cl)C1=CC(=C(C=C1)C(C)(C)C)OC